(R)-N1-(3-amino-2-hydroxypropyl)-4-(4-(2-aminoethyl)-3-oxopiperazin-1-yl)-3-(2H-tetrazol-5-yl)benzene-1,2-disulfonamide NC[C@H](CNS(=O)(=O)C=1C(=C(C(=CC1)N1CC(N(CC1)CCN)=O)C=1N=NNN1)S(=O)(=O)N)O